[N+](=O)([O-])C1=C(N)C=CC(=C1C(F)(F)F)C=1C=NC=NC1 2-nitro-4-(pyrimidin-5-yl)-3-(trifluoromethyl)aniline